6-chloro-3-((1-(5-(4,4-difluoropiperidin-1-yl)-2-(trifluoromethyl)imidazo[1,2-c]quinazolin-7-yl)ethyl)amino)picolinic acid ClC1=CC=C(C(=N1)C(=O)O)NC(C)C1=CC=CC=2C=3N(C(=NC12)N1CCC(CC1)(F)F)C=C(N3)C(F)(F)F